7,8-dihydropyrido[4,3-d]pyrimidine-6(5H)-carboxamide N1=CN=CC2=C1CCN(C2)C(=O)N